D-glucofuranurono-6,3-lactone OC1[C@H](O)[C@@H]2[C@H](O1)[C@H](O)C(=O)O2